1-((2-((4-Fluorobenzyl)oxy)pyridin-4-yl)methyl)-3-(2-(1-(trifluoromethyl)cyclopropyl)ethyl)urea FC1=CC=C(COC2=NC=CC(=C2)CNC(=O)NCCC2(CC2)C(F)(F)F)C=C1